BrC1=CC2=C(N(C(S2)=O)C)C=C1F 6-bromo-5-fluoro-3-methyl-1,3-benzothiazol-2-one